ClC=1N=NC(=CC1N1C(=CC=C1C)C)Cl 3,6-dichloro-4-(2,5-dimethyl-1H-pyrrole-1-yl)pyridazine